CCCCCCCCCCCCCCCC/C=C\\CC/C=C\\CCCC(=O)O[C@H](COC(=O)CCCCCCCCCCCCCCC)COP(=O)([O-])OCC[N+](C)(C)C The molecule is a phosphatidylcholine 42:2 in which the acyl groups specified at positions 1 and 2 are hexadecanoyl and (5Z,9Z)-hexacosadienoyl respectively. It derives from a hexadecanoic acid and a (5Z,9Z)-5,9-hexacosadienoic acid.